2-(3,6-diphenyl-9H-carbazol-9-yl)-4-(pyridin-3-yl)benzonitrile C1(=CC=CC=C1)C=1C=CC=2N(C3=CC=C(C=C3C2C1)C1=CC=CC=C1)C1=C(C#N)C=CC(=C1)C=1C=NC=CC1